calcium-lead-tin [Sn].[Pb].[Ca]